ClC1=C2CCN([C@@H](C2=C(C(=C1)F)OCC=1N=NN(C1)C)CN1CC2(CC2)CC1=O)C(=O)OCCCC butyl (S)-5-chloro-7-fluoro-8-((1-methyl-1H-1,2,3-triazol-4-yl)methoxy)-1-((6-oxo-5-azaspiro[2.4]heptan-5-yl)methyl)-3,4-dihydroisoquinoline-2(1H)-carboxylate